tert-butyl N-[1-[1-(2,3-dichlorophenyl)-5-methyl-2-(methylsulfanyl)-6-oxopyrimidin-4-yl]-4-methylpiperidin-4-yl]carbamate ClC1=C(C=CC=C1Cl)N1C(=NC(=C(C1=O)C)N1CCC(CC1)(C)NC(OC(C)(C)C)=O)SC